FC1=C2C(=C(C=NC2=CC=C1)C#N)NCC(C)(C)C 5-fluoro-4-(neopentylamino)quinoline-3-carbonitrile